3-methacryloxyoxo-2-hydroxypropanesulfonic acid C(C(=C)C)(=O)OCC(C(S(=O)(=O)O)=O)O